C(C)(C)(C)OC(COCCN1CCNCC1)=O 4-(2-(2-(tert-butoxy)-2-oxoethoxy)ethyl)piperazin